C1(CC1)N1N=CC(=C1)[C@@H]1OCC[C@@H](C1)NC(=O)C1=NC(=C(N=C1\C=C\OCC)C)C [(2R,4S)-2-(1-cyclopropylpyrazol-4-yl)tetrahydropyran-4-yl]-3-[(e)-2-ethoxyvinyl]-5,6-dimethyl-pyrazine-2-carboxamide